BrC1=C(C(=CC=C1)C)NC1=NC(=NC=C1C(=O)N)NC1=C(C=C2CCN(CC2=C1)C)OC 4-[(2-bromo-6-methylphenyl)amino]-2-[(6-methoxy-2-methyl-1,2,3,4-tetrahydroisoquinolin-7-yl)amino]pyrimidine-5-carboxamide